NC1=CC=C(OCC(CN)CN)C=C1 2-((4-aminophenoxy)methyl)propane-1,3-diamine